(1R,5S,6s)-3-(4-bromo-1-oxoisoindolin-2-yl)-N-(3-methoxy-4-methylphenyl)bicyclo[3.1.0]hexane-6-carboxamide BrC1=C2CN(C(C2=CC=C1)=O)C1C[C@H]2C([C@H]2C1)C(=O)NC1=CC(=C(C=C1)C)OC